(S)-2-(2-((2-fluorophenyl)sulfonamido)acetylamino)-N-(4-methoxyphenyl)-N-methyl-3-phenylpropionamide FC1=C(C=CC=C1)S(=O)(=O)NCC(=O)N[C@H](C(=O)N(C)C1=CC=C(C=C1)OC)CC1=CC=CC=C1